NC1=NC=C(C2=C1C(=NN2[C@@H]2CN(CC2)C(C=C)=O)C#CC2=CC1=C(N(C=N1)C)C=C2)C(=O)C2CC2 (S)-1-(3-(4-amino-7-(cyclopropanecarbonyl)-3-((1-methyl-1H-benzo[d]imidazol-5-yl)ethynyl)-1H-pyrazolo[4,3-c]pyridin-1-yl)pyrrolidin-1-yl)prop-2-en-1-one